C(C)N1C(=CC2=CC(=CC=C12)CNC1CCN(CC1)C)C#CCNC1=CC=C(C=C1)C(C(=O)OCC)(C)C Ethyl 2-(4-{[3-(1-ethyl-5-{[(1-methylpiperidin-4-yl) amino] methyl}-1H-indol-2-yl) prop-2-yn-1-yl] amino} phenyl)-2-methylpropionate